n-octylammonium bromide [Br-].C(CCCCCCC)[NH3+]